6-chloro-1,5-dimethyl-1H-pyrrolo[2,3-b]Pyridine ClC1=C(C=C2C(=N1)N(C=C2)C)C